3-(propan-2-yl)-1H-pyrazole-4-carboxamide CC(C)C1=NNC=C1C(=O)N